ClC1=C(C=CC(=C1)C(F)(F)F)NC(=S)NC(C)C1=NC=NN1C1=NC=CC=N1 1-{2-chloro-4-(trifluoromethyl)phenyl}-3-[1-{1-(pyrimidin-2-yl)-1H-1,2,4-triazol-5-yl}ethyl]thiourea